bromo-7,8-dihydro-4H-pyrazolo[1,5-a][1,4]diazepine-5(6H)-carboxylic acid tert-butyl ester C(C)(C)(C)OC(=O)N1CC=2N(CCC1)N=C(C2)Br